4-methoxythiobenzoic acid COC1=CC=C(C(=S)O)C=C1